Diethyl ((6-methoxybenzo[d]thiazol-2-yl)methyl)phosphonate COC1=CC2=C(N=C(S2)CP(OCC)(OCC)=O)C=C1